IC1=CC=C(C=C1)NC1=NC=CC(=N1)C1=CC=C(C(=O)OCC)C=C1 ethyl 4-(2-(4-iodophenylamino) pyrimidin-4-yl)benzoate